2-azaspiro[3.3]heptane-6-amine hydrochloride Cl.C1NCC12CC(C2)N